COC=1C=C(C=CC1NC1=CC(=C2C(=N1)NC=C2C(F)(F)F)NC)P2(CCN(CC2)C2COC2)=O 4-(3-methoxy-4-((4-(methylamino)-3-(trifluoromethyl)-1H-pyrrolo[2,3-b]pyridin-6-yl)amino)phenyl)-1-(oxetan-3-yl)-1,4-azaphosphinane 4-oxide